2-bromopropanenitrile BrC(C#N)C